(E)-3-(5-(2-ethoxyvinyl)-1-oxoisoindolin-2-yl)piperidine-2,6-dione C(C)O/C=C/C=1C=C2CN(C(C2=CC1)=O)C1C(NC(CC1)=O)=O